tert-butyl (R)-4-(2,4-difluoro-5-(2-(methylsulfinyl)ethoxy)-phenyl)piperazine-1-carboxylate FC1=C(C=C(C(=C1)F)OCC[S@](=O)C)N1CCN(CC1)C(=O)OC(C)(C)C